(trans)-4-(dibenzylamino)-1-ethylcyclohexan-1-ol C(C1=CC=CC=C1)N(C1CCC(CC1)(O)CC)CC1=CC=CC=C1